5-benzyl-7-methyl-3-(4,4,5,5-tetramethyl-1,3,2-dioxaborolan-2-yl)-4,5-dihydropyrazolo[1,5-a]pyrazin-6(7H)-one C(C1=CC=CC=C1)N1CC=2N(C(C1=O)C)N=CC2B2OC(C(O2)(C)C)(C)C